tetraphosphorate P(=O)([O-])([O-])OP(=O)([O-])OP(=O)([O-])OP(=O)([O-])[O-]